(E)-1-[3-[4-(hydroxymethyl)-1-[4-(trifluoromethoxy)phenyl]pyrazolo[3,4-b]pyridin-3-yl]azetidin-1-yl]but-2-en-1-one HEPTANOATE C(CCCCCC)(=O)O.OCC1=C2C(=NC=C1)N(N=C2C2CN(C2)C(\C=C\C)=O)C2=CC=C(C=C2)OC(F)(F)F